2-fluoromalonate FC(C(=O)[O-])C(=O)[O-]